(3R)-3-[2-[2,6-Dichloro-4-(1-methylpyrazol-4-yl)benzoyl]-4-oxo-1,3-dihydrophthalazin-5-yl]pentanoic acid ClC1=C(C(=O)N2CC3=CC=CC(=C3C(N2)=O)[C@@H](CC(=O)O)CC)C(=CC(=C1)C=1C=NN(C1)C)Cl